CN(C)CC#CC1=CC=C(C=C1)\C(=C/COC1=CC(=C(OCC(=O)OC)C=C1)C)\C1=CC(=CC=C1)C(F)(F)F methyl (E)-[4-[3-[4-[3-(N,N-dimethylamino)-propynyl]phenyl]-3-(3-trifluoromethylphenyl)allyloxy]-2-methylphenoxy]acetate